N-tert-butyl-5-((2R,4R)-2-(3-fluorophenyl)-4-hydroxypyrrolidin-1-yl)pyrazolo[1,5-a]pyrimidine-3-carboxamide C(C)(C)(C)NC(=O)C=1C=NN2C1N=C(C=C2)N2[C@H](C[C@H](C2)O)C2=CC(=CC=C2)F